FC(OC1=CC=C(C=C1)N1C2=C(C=C(C1=O)C1=NN(C(C=C1)=O)C)SC(=N2)OCC)F 4-(4-(difluoromethoxy)phenyl)-2-ethoxy-6-(1-methyl-6-oxo-1,6-dihydropyridazine-3-yl)thiazolo[4,5-b]pyridin-5(4H)-one